1-(3-bromo-2-fluorophenyl)ethan-1-ol BrC=1C(=C(C=CC1)C(C)O)F